titanium ammonium peroxylactate C(C(O)C)(=O)O[O-].[NH4+].[Ti]